1,5-dimethyl-1,2,3,4-tetrahydroquinoxaline CN1CCNC2=C(C=CC=C12)C